BrC=1C=C2C=NN(C2=C(C1)C(=O)OC)COCC[Si](C)(C)C methyl 5-bromo-1-((2-(trimethylsilyl)ethoxy)methyl)-1H-indazole-7-carboxylate